4-bromo-1-(2-fluorophenyl)-5-(2-fluoropyridin-4-yl)-1H-pyrazol-3-ol BrC=1C(=NN(C1C1=CC(=NC=C1)F)C1=C(C=CC=C1)F)O